N-hydroxy-benzenedicarboximide Tert-butyl-(S)-5-amino-4-(4-((4-((1-(4-cyano-2-fluorophenyl)piperidin-4-yl)thio)benzyl)oxy)-1-oxoisoindolin-2-yl)-5-oxopentanoate C(C)(C)(C)OC(CC[C@@H](C(=O)N)N1C(C2=CC=CC(=C2C1)OCC1=CC=C(C=C1)SC1CCN(CC1)C1=C(C=C(C=C1)C#N)F)=O)=O.ON1C(=O)C2=CC=CC=C2C1=O